5-tertiary butyl-2-aminobenzimidazole C(C)(C)(C)C1=CC2=C(N=C(N2)N)C=C1